3-bromo-1H-indazole-6-carbonitrile BrC1=NNC2=CC(=CC=C12)C#N